C(C1=CC=CC=C1)(C1=CC=CC=C1)(C1=CC=CC=C1)OCC(=O)OC(C)Cl 1-Chloroethyl 2-(trityloxy)acetate